CS(=O)(=O)NC=O N-(methylsulfonyl)formamide